[CH2+]CCCCCCCCCCCCCCCCCCCC heneicosylium